(R)-4-(2,6-dichloropyrimidin-4-yl)-3-methylmorpholine ClC1=NC(=CC(=N1)N1[C@@H](COCC1)C)Cl